ClC1=CC=C(C=C1)C(COC1=CC=CC(=N1)C1=CC(=C(CC2=NC3=C(N2CCOC)C=C(C=C3)C(=O)O)C=C1)F)=O (4-(6-(2-(4-chlorophenyl)-2-oxoethoxy)pyridin-2-yl)-2-fluorobenzyl)-1-(2-methoxyethyl)-1H-benzo[d]imidazole-6-carboxylic acid